(S)-N-(5-(2-amino-[1,2,4]triazolo[1,5-a]pyridin-6-yl)-2-methylphenyl)-3-phenyl-1,2-oxazinane-2-carboxamide NC1=NN2C(C=CC(=C2)C=2C=CC(=C(C2)NC(=O)N2OCCC[C@H]2C2=CC=CC=C2)C)=N1